1-acetylcyclopropanecarbonitrile C(C)(=O)C1(CC1)C#N